(6-cyclopropylthieno[2,3-b]pyrazin-2-yl)methanol C1(CC1)C1=CC=2C(=NC=C(N2)CO)S1